1-((5-(benzylthio)-3-fluoropyridin-2-yl)methyl)-2-cyclopropyl-6-methyl-7-phenyl-1H-imidazo[4,5-c]pyridine C(C1=CC=CC=C1)SC=1C=C(C(=NC1)CN1C(=NC=2C=NC(=C(C21)C2=CC=CC=C2)C)C2CC2)F